1-(7-(8-ethyl-7-fluoro-3-(methoxymethoxy)naphthalen-1-yl)-8-fluoro-2-(((2R,7aS)-2-fluorotetrahydro-1H-pyrrolizin-7a(5H)-yl)methoxy)pyrido[4,3-d]pyrimidin-4-yl)-4-methylazepan-4-ol C(C)C=1C(=CC=C2C=C(C=C(C12)C1=C(C=2N=C(N=C(C2C=N1)N1CCC(CCC1)(O)C)OC[C@]12CCCN2C[C@@H](C1)F)F)OCOC)F